C(=CCC)[Mg]Br n-butenylmagnesium bromide